disodium zinc salt [Zn].[Na].[Na]